4'-cyclopropyl-5,6'-dimethoxy-N-methyl-N-((1-(1-methyl-4-(trifluoromethyl)-1H-imidazol-2-yl)-2-oxabicyclo[2.2.2]octan-4-yl)methyl)-[2,5'-bipyrimidin]-4-amine C1(CC1)C1=NC=NC(=C1C1=NC=C(C(=N1)N(CC12COC(CC1)(CC2)C=2N(C=C(N2)C(F)(F)F)C)C)OC)OC